1-(4-(3,4-dichlorophenyl)-5-(propylsulfanyl)thiazol-2-yl)-3-methyl-4-(2-nitrobenzyl)-1H-pyrazole-5-carboxylic acid ClC=1C=C(C=CC1Cl)C=1N=C(SC1SCCC)N1N=C(C(=C1C(=O)O)CC1=C(C=CC=C1)[N+](=O)[O-])C